5-chloro-3-iodo-1-(tetrahydro-2H-pyran-2-yl)-1H-pyrazolo[4,3-b]Pyridine ClC1=CC=C2C(=N1)C(=NN2C2OCCCC2)I